CN1C(C2=CNC(=C2C=C1)C(=O)O)=O 5-methyl-4-oxo-2,5-dihydro-2,5-diaza-1-indenecarboxylic acid